3-carboxymethyl-1-(4-vinylbenzyl)-3H-imidazol-1-ium bisulfate S([O-])(O)(=O)=O.C(=O)(O)CN1C=[N+](C=C1)CC1=CC=C(C=C1)C=C